N1(CCCC1)CCCOC1=CC=C2C(=NC=NC2=C1)N 7-[3-(1-pyrrolidinyl)propoxy]-4-quinazolinamine